4-((3-chloro-4-fluorophenyl)amino)-6-cyano-1H-indole-2-carboxylic acid ethyl ester C(C)OC(=O)C=1NC2=CC(=CC(=C2C1)NC1=CC(=C(C=C1)F)Cl)C#N